dihydrofuro[3,4-c]pyridazine N1NC=CC=2C1=COC2